O=C1NCC=2C=CC=C(C12)S(=O)(=O)Cl 3-oxo-isoindoline-4-sulfonyl chloride